4-[3-Oxo-3-[3-[6-[3-(trifluoromethyl)cyclobutyl]-3-pyridyl]azetidin-1-yl]propyl]oxazolidin-2-one O=C(CCC1NC(OC1)=O)N1CC(C1)C=1C=NC(=CC1)C1CC(C1)C(F)(F)F